FC(C1=CN=C(S1)C(=O)[O-])F.[Li+] lithium 5-(difluoromethyl)thiazole-2-carboxylate